C(C=C)(=O)OCNC(CC1=CC=CC=C1)=O ((N-phenylacetylamino) methyl) acrylate